C1=CC=CC=2C3=CC=CC=C3C3=C(C12)CC=1C=CC=CC13 indenophenanthrene